ClC1=C(C(=O)N[C@H](C(=O)O)CC=2C=CC(=C3C(=CC=NC23)C)C2=C(C=C(C(=C2)F)F)OC)C(=CC=C1)Cl (S)-2-(2,6-dichlorobenzamido)-3-(5-(4,5-difluoro-2-methoxyphenyl)-4-methylquinolin-8-yl)propanoic acid